ClC=1C=C(C=C(C1)NS(=O)(=O)C)NC(=O)C=1C=NN(C1)C1=C(C=CC=C1OCC1=CC(=CC=C1)F)C(N(C)C)=O N-(3-chloro-5-(methylsulfonamido)phenyl)-1-(2-(dimethylcarbamoyl)-6-((3-fluorobenzyl)oxy)phenyl)-1H-pyrazole-4-carboxamide